7-{1-[2-(dimethylamino)ethyl]-5-methylpyrazol-4-yl}-1-[1-(2-fluoroacryloyl)azetidin-3-yl]-3-[4-(trifluoromethyl)phenyl]-2,3-dihydro-1H-imidazo[4,5-b]pyridin-2-one CN(CCN1N=CC(=C1C)C1=C2C(=NC=C1)N(C(N2C2CN(C2)C(C(=C)F)=O)=O)C2=CC=C(C=C2)C(F)(F)F)C